C(C)(C)(C)OC([C@@H](N)CCCCNC(=O)OCC1=CC=CC=C1)=O N6-((benzyloxy)carbonyl)-L-lysine tert-butyl ester